OC(CN1CCC(CC1)NC1=C2C=C(N(C2=CC=C1)CC(F)(F)F)C#CCNC1=C(C=C(C(=O)NC)C=C1)OC)C 4-{[3-(4-{[1-(2-hydroxypropyl)piperidin-4-yl]amino}-1-(2,2,2-trifluoroethyl)-1H-indol-2-yl)prop-2-yn-1-yl]amino}-3-methoxy-N-methylbenzamide